CN(C)CCC[SiH](O)CC 3-(N,N-dimethylamino)propyl-ethylsilanol